OC1=C(C=CC=C1)C=1OC=C(N1)CCl 2-(2'-hydroxyphenyl)-4-chloromethyl-oxazole